2-chloro-4-iodo-1-methylbenzene ClC1=C(C=CC(=C1)I)C